ClC1=C(C=C(C(=O)O)C=C1)C(C)(C)C#N 4-chloro-3-(2-cyanopropan-2-yl)benzoic acid